1,3-di-iodopropane ICCCI